(2S,4R)-4-(benzyloxy)-1-[(tert-butoxy)carbonyl]pyrrolidine-2-carboxylic acid C(C1=CC=CC=C1)O[C@@H]1C[C@H](N(C1)C(=O)OC(C)(C)C)C(=O)O